benzyl (2R,6S)-2,6-dimethyl-4-oxopiperidine-1-carboxylate C[C@H]1N([C@H](CC(C1)=O)C)C(=O)OCC1=CC=CC=C1